FC1(CCC=2C=CN(CC21)SC)F 7,7-difluoro-2-(methylthio)-6,7-dihydro-5H-cyclopenta[d]pyridine